C1(CC1)OC1=CC=C(C(=O)NS(=O)(=O)CC)C=C1 4-(cyclopropoxy)-N-ethylsulfonyl-benzamide